CC1NCC2(CCC2)CC1 7-methyl-6-azaspiro[3.5]nonane